C(C)(C)(C)OC(=O)N1C[C@@]2(CC2(F)F)C[C@H]1C(=O)O (3S,6S)-5-(tert-butoxycarbonyl)-1,1-difluoro-5-azaspiro[2.4]heptane-6-carboxylic acid